C(C=C)(=O)N1CC2C3=C(N(N=C3CC1)C1=C(C=C(C=C1)C(C)C)O)CCN2C(=O)OC(C)(C)C tert-butyl 7-acryloyl-2-(2-hydroxy-4-isopropylphenyl)-2,3,4,5a,6,7,8,9-octahydro-5H-1,2,5,7-tetraazabenzo[cd]azulene-5-carboxylate